C(C)OC(=O)C1=NNC=2CNCCC21 4,5,6,7-tetrahydro-1H-pyrazolo[3,4-c]Pyridine-3-carboxylic acid ethyl ester